2-(dimethylaminomethyl)ferrocen-1-yl-palladium (II) chloride CN(C)CC=1[C-](C=CC1)[Pd]Cl.[CH-]1C=CC=C1.[Fe+2]